[Na].C(#N)C1=C(SC=2CN(CCC21)C)S(=O)(=O)NC(NC2=C1CCCC1=CC=1CCCC21)=O ((3-cyano-6-methyl-4,5,6,7-tetrahydrothieno[2,3-c]pyridin-2-yl)sulfonyl)((1,2,3,5,6,7-Hexahydro-s-indacen-4-yl)carbamoyl)amine sodium salt